1-{[6-(trifluoromethyl)pyridin-3-yl]carbonyl}piperidin FC(C1=CC=C(C=N1)C(=O)N1CCCCC1)(F)F